Benzyl (2-((S)-1-(2,3-difluorobenzyl)-5-oxopyrrolidin-2-yl)acetyl)-L-valinate FC1=C(CN2[C@@H](CCC2=O)CC(=O)N[C@@H](C(C)C)C(=O)OCC2=CC=CC=C2)C=CC=C1F